C1(CC1)N1N=CC(=C1)B1OC(C(O1)(C)C)(C)C cyclopropyl-4-(4,4,5,5-tetramethyl-1,3,2-dioxaborolan-2-yl)-1H-pyrazole